C(C1=CC=CC=C1)N1C(OC2=C1C=CC=C2)C2CC2 N-benzyl-2-cyclopropyl-1,3-benzoxazole